bis((R)-2-hydroxydodecyl)-L-lysine O[C@@H](CN([C@@H](CCCCN)C(=O)O)C[C@@H](CCCCCCCCCC)O)CCCCCCCCCC